Cl.ClC=1C=C(C(=C(C1)O)C1=CC2=C(N=N1)N(C=C2)C[C@H]2[C@@H](CN(CC2)C)F)C Trans-5-chloro-2-{7-[(3-fluoro-1-methylpiperidin-4-yl)methyl]-7H-pyrrolo[2,3-c]pyridazin-3-yl}-3-methylphenol hydrochloride